tert-butyl 9-(5-acetyl-3-iodo-6,7-dihydro-4H-pyrazolo[4,3-c]pyridin-1-yl)-2-azaspiro[5.5]undecane-2-carboxylate C(C)(=O)N1CC2=C(CC1)N(N=C2I)C2CCC1(CCCN(C1)C(=O)OC(C)(C)C)CC2